COC1=CC=C(CN(C2=C(C(=NC=C2)NC)[N+](=O)[O-])CC2=CC=C(C=C2)OC)C=C1 N4,N4-bis(4-methoxybenzyl)-N2-methyl-3-nitropyridine-2,4-diamine